CC1=CC=C(C=C1)S(=O)(=O)O.ClC=1OC=2C(C1)=C(C=CC2COC2=NC(=CC=C2)C2CCNCC2)C#N 2-chloro-7-(((6-(piperidin-4-yl)pyridin-2-yl)oxy)methylYl)benzofuran-4-carbonitrile 4-methylbenzenesulfonate